ClC1=NC(=NC=C1)C1=NC=CN=C1 4-chloro-2-(pyrazin-2-yl)pyrimidine